2-{[3-(4-Acetylpiperazin-1-yl)-2-chloro-5-cyanophenyl]amino}-4-{[(1R,2S)-2-fluorocyclopropyl]amino}pyrazolo[1,5-a][1,3,5]triazine-8-carbonitrile C(C)(=O)N1CCN(CC1)C=1C(=C(C=C(C1)C#N)NC1=NC=2N(C(=N1)N[C@H]1[C@H](C1)F)N=CC2C#N)Cl